C1(=CC=C(C=C1)S(=O)(=S)O)OCC thiophenetol-4-sulfonic acid